1-hexyl-3-methylimidazolium tetrafluoroborate F[B-](F)(F)F.C(CCCCC)N1C=[N+](C=C1)C